C(C=C)(=O)O.C(C=C)(=O)O.COC1=CC(=CC=C1O)\C=C\C(=O)CC(=O)\C=C\C1=CC=C(O)C(OC)=C1 curcumin diacrylate